C(C)(C)(C)OC(C1=C(C=CC=C1)NC(C(F)N1C(C=C(C(=C1)OC)C1=C(C=CC(=C1)Cl)N1N=NC(=C1)C(F)(F)F)=O)=O)=O (2-(4-(5-chloro-2-(4-(trifluoromethyl)-1H-1,2,3-triazol-1-yl)phenyl)-5-methoxy-2-oxopyridin-1(2H)-yl)-2-fluoroacetamido)benzoic acid tert-butyl ester